ClC=1C=C2C(=CNC2=C(C1)C1CC1)C(=O)NC 5-chloro-7-cyclopropyl-N-methyl-1H-indole-3-carboxamide